C(C)(C)(C)OC(=O)N1CCC(C=C1C1=CC=CC=C1)C 4-methyl-6-phenyl-3,4-dihydro-2H-pyridine-1-carboxylic acid tert-butyl ester